C(C)(C)(C)N1N=NC(=C1)C(=O)NC1C2=C(CN(CC1)C[C@@H](C)O)C=C(C=C2)C2=NC(=NC=C2)NC=2C=NN(C2)C 1-(tert-butyl)-N-(2-((R)-2-hydroxypropyl)-8-(2-((1-methyl-1H-pyrazol-4-yl)amino)pyrimidin-4-yl)-2,3,4,5-tetrahydro-1H-benzo[c]azepin-5-yl)-1H-1,2,3-triazole-4-carboxamide